C(CCC)(=O)OC(CCC)=O dibutyric anhydride